cis-3-tetradecene-1,1-dicarboxylic acid C(C\C=C/CCCCCCCCCC)(C(=O)O)C(=O)O